C1(CCC1)CN(C(=O)OCC1=C(C=NN1C)C=1N=C(C(=NC1)O[C@@H]1C[C@H](CC1)C(=O)OCC)C)C |r| (±)-Trans-ethyl 3-((5-(5-((((cyclobutylmethyl)(methyl)carbamoyl)oxy)methyl)-1-methyl-1H-pyrazol-4-yl)-3-methylpyrazin-2-yl)oxy)cyclopentanecarboxylate